7-(2-((7-chloro-1,2,3,4-tetrahydroisoquinolin-6-yl)amino)-5-(trifluoromethyl)pyrimidin-4-yl)-2,3,4,5-tetrahydrothieno[2,3-f][1,2]thiazepine 1,1-dioxide ClC1=C(C=C2CCNCC2=C1)NC1=NC=C(C(=N1)C1=CC2=C(CCCNS2(=O)=O)S1)C(F)(F)F